N-methyl-perfluorooctyl-amine CN(C(C(C(C(C(C(C(C(F)(F)F)(F)F)(F)F)(F)F)(F)F)(F)F)(F)F)(F)F)F